C(#N)N(C(C1=CC=CC=C1)=O)CC=C(C)C N-cyano-N-(3-methylbut-2-en-1-yl)benzamide